tert-Butyl (2S,3S)-3-(((S)-2-((tert-butyldimethylsilyl)oxy) propyl)amino)-2-methylpyrrolidine-1-carboxylate [Si](C)(C)(C(C)(C)C)O[C@H](CN[C@@H]1[C@@H](N(CC1)C(=O)OC(C)(C)C)C)C